C1(CC1)C=1C=C(C=2N(C1)C=C(N2)CN2N=NC(=C2)C(=O)OC(C)(C)C)N2N=CC(=C2)C(=O)OC tert-butyl 1-((6-cyclopropyl-8-(4-(methoxycarbonyl)-1H-pyrazol-1-yl)imidazo[1,2-a]pyridin-2-yl)methyl)-1H-1,2,3-triazole-4-carboxylate